C(C)(=O)C1=CC=CC(=N1)C(C(=O)NC1=NC=CC(=C1)C=1C=C(N2CC(CC12)(C)C)C#N)C (6-acetylpyridin-2-yl)-N-(4-(5-cyano-2,2-dimethyl-2,3-dihydro-1H-pyrrolizin-7-yl)pyridin-2-yl)propionamide